[Cr].[Ni].[Co] Cobalt-Nickel-Chromium